CN(CCCOC(=O)OC(CCOC(CCCCC=C(CCCCCC)CCCCCC)=O)CCCCCCCCCCCC)C 3-(((3-(dimethylamino)propoxy)carbonyl)oxy)pentadecyl-7-hexyltridec-6-enoate